O=S1(C2CN(C(C1)C2)CC2=NC1=CC=C(C=C1C=C2)OC2=CC=C(C=C2)C=2NN=CC2)=O 2-(2,2-Dioxo-2-λ6-thia-5-aza-bicyclo[2.2.1]hept-5-ylmethyl)-6-[4-(2H-pyrazol-3-yl)-phenoxy]-quinoline